ClC1=C(CN2N=C(C3=CC=CC=C23)C=2C=C(C(=O)NN)C=CC2)C=CC(=C1)Cl 3-(1-(2,4-dichlorobenzyl)-1H-indazole-3-yl)benzoyl-hydrazine